C(C1=CC=CC=C1)OC(=O)N(CC(CCCC(C(=O)OC)(C)C1=CC(=CC=C1)I)(C)C)C methyl 7-(((benzyloxy)carbonyl)(methyl)amino)-2-(3-iodo-phenyl)-2,6,6-trimethyl-heptanoate